acetylacetamidosulfonate C(C)(=O)OS(=O)(=O)NC(C)=O